2-[5-(1-{[tert-butyl(dimethyl)silyl]oxy}cyclopropyl)pyridin-2-yl]-4-[2-(2,2,2-trifluoroethoxy)phenyl]-2,3-dihydro-1H-pyrrolo[3,4-c]pyridin-1-one [Si](C)(C)(C(C)(C)C)OC1(CC1)C=1C=CC(=NC1)N1CC=2C(=NC=CC2C1=O)C1=C(C=CC=C1)OCC(F)(F)F